ClC=1C(NN=CC1N1CC=2N(CC1)C(=CN2)C(C2=C(C=C(C=C2)F)C(F)(F)F)OCC2CC2)=O 4-chloro-5-(3-((cyclopropylmethoxy)(4-fluoro-2-(trifluoromethyl)phenyl)methyl)-5,6-dihydroimidazo[1,2-a]pyrazin-7(8H)-yl)pyridazin-3(2H)-one